6-(3-Fluoro-5-isobutoxyphenyl)-2-[(3R)-3-methyl-1-piperidyl]-N-(1H-pyrazol-5-ylsulfonyl)pyridin-3-carboxamid FC=1C=C(C=C(C1)OCC(C)C)C1=CC=C(C(=N1)N1C[C@@H](CCC1)C)C(=O)NS(=O)(=O)C1=CC=NN1